NC1=NC=C(C2=C1COC2)NC(C(=O)N(C21CC(C2)C1)CC=1C=CC2=C(N=CS2)C1)=O N1-(4-amino-1,3-dihydrofuro[3,4-c]pyridin-7-yl)-N2-(benzo[d]thiazol-5-ylmethyl)-N2-(bicyclo[1.1.1]pentan-1-yl)oxalamide